C(C)(C)(C)C1=CC=C(C=C1)C(CNC(=O)C=1OC2=CC(=CC=C2C(C1)=O)C)N1CCCC1 N-[2-(4-tert-butylphenyl)-2-(1-pyrrolidinyl)ethyl]-7-methyl-4-oxo-4H-chromen-2-carboxamide